N-(3-hydroxybutyl)-tetramethylenediamine OC(CCNCCCCN)C